(S)-(6-hydroxypyrazin-2-yl)(8-phenyl-6-azaspiro[3.4]octan-6-yl)methanone OC1=CN=CC(=N1)C(=O)N1CC2(CCC2)[C@@H](C1)C1=CC=CC=C1